3-(sulfamoylamino)prop-1-yn S(N)(=O)(=O)NCC#C